N-(5-((6-(3-(4-fluoro-3-phenoxyphenyl)isoxazolidin-2-yl)pyrimidin-4-yl)amino)-4-methoxy-2-(4-methylpiperazin-1-yl)phenyl)acrylamide FC1=C(C=C(C=C1)C1N(OCC1)C1=CC(=NC=N1)NC=1C(=CC(=C(C1)NC(C=C)=O)N1CCN(CC1)C)OC)OC1=CC=CC=C1